OCC1=CC=C(C=C1)C=1C2=C(N=C(N1)C(C(F)(F)F)(F)F)N1C(C=C2)=NC(=C1)C(=O)NN 4-(4-(hydroxymethyl)phenyl)-2-(perfluoroethyl)imidazo[1',2':1,6]pyrido[2,3-d]pyrimidine-8-carbohydrazide